3-bromo-5-(hydroxymethyl)-2-oxo-tetrahydrofuran-3-carboxamide BrC1(C(OC(C1)CO)=O)C(=O)N